CN1N=C2C(NC(C(=C2N[C@@H](C)C2=NC=CC=N2)C2=NC3=C(N2)C=C(C(=C3)C)C(=O)N3CCCC3)=O)=C1 (S)-2-methyl-6-(5-methyl-6-(pyrrolidine-1-carbonyl)-1H-benzo[d]imidazol-2-yl)-7-((1-(pyrimidin-2-yl)ethyl)amino)-2H-pyrazolo[4,3-b]pyridin-5(4H)-one